6-(2,4-dimethoxypyrimidin-5-yl)-4-(3-methoxypyrrolidin-1-yl)pyridazine-3-carbonitrile COC1=NC=C(C(=N1)OC)C1=CC(=C(N=N1)C#N)N1CC(CC1)OC